C(C1CC(C(CC1)N)CCC(C)C)C1CC(C(CC1)N)CCC(C)C 4,4'-methylenebis(2-(isopentyl)cyclohexylamine)